(R)-7-isopropoxy-1-(piperidin-3-yloxy)-4-(1-(tetrahydro-2H-pyran-4-yl)-1H-pyrazol-4-yl)isoquinoline-6-carboxamide C(C)(C)OC1=C(C=C2C(=CN=C(C2=C1)O[C@H]1CNCCC1)C=1C=NN(C1)C1CCOCC1)C(=O)N